Boc-3-aminomethylpyrrolidine C(=O)(OC(C)(C)C)N1CC(CC1)CN